FC(C(=O)O)(F)F.NC=1C(=NC(=CN1)C1=C(C=CC(=C1)[C@@](C(F)(F)F)(CO)O)C([2H])([2H])[2H])C(=O)NC12CCC(C1)(C2)O (S)-3-Amino-N-(4-hydroxybicyclo[2.1.1]hexan-1-yl)-6-(2-(methyl-d3)-5-(1,1,1-trifluoro-2,3-dihydroxypropan-2-yl)phenyl)pyrazine-2-carboxamide, trifluoroacetate salt